C(C1=CC=CC=C1)(=O)C=1C(=C(C#N)C(=C(C1C1=C(C=2N(C3=CC=CC=C3C2C=C1)C1=CC=CC=C1)C)C1=C(C=2N(C3=CC=CC=C3C2C=C1)C1=CC=CC=C1)C)C(C1=CC=CC=C1)=O)C#C 3,6-dibenzoyl-4,5-bis(1-methyl-9-phenyl-9H-carbazolyl)-2-ethynylbenzonitrile